ClC1=C(OC(C(=O)OCC)(C)C)C(=CC(=C1)CN1C(N(CC1=O)C1=CC=C(C=C1)C(F)(F)F)=O)C Ethyl 2-(2-chloro-4-((2,5-dioxo-3-(4-(trifluoromethyl)phenyl)-imidazolidin-1-yl)methyl)-6-methylphenoxy)-2-methylpropionate